1-(4-(3-(4-fluoro-3-methoxyphenyl)ureido)phenyl)-7-methoxy-[1,2,4]triazolo[4,3-a]quinoxaline-8-carboxamide FC1=C(C=C(C=C1)NC(NC1=CC=C(C=C1)C1=NN=C2N1C1=CC(=C(C=C1N=C2)OC)C(=O)N)=O)OC